N=S1(CCCC1)=O 1-(imino)tetrahydro-1H-1λ6-thiophene 1-oxide